Hydroxyisocaproic acid CC(C)C[C@@H](C(=O)O)O